(9Z,9'Z,12Z,12'Z)-((5-((dimethylamino)methyl)-2-methyl-1,3-phenylene)bis(oxy))bis(butane-4,1-diyl)bis(octadeca-9,12-dienoate) CN(C)CC=1C=C(C(=C(C1)OCCCCCCCCC\C=C/C\C=C/CCCCCCCC(=O)[O-])C)OCCCCCCCCC\C=C/C\C=C/CCCCCCCC(=O)[O-]